OCCSSCCO hydroxyethyl disulphide